C(C)(C)(C)OC(=O)N[C@H]1CCC2=CC=CC=3C[C@H](N(C1=O)C32)C(=O)O (2S,11S)-11-[(tert-butoxycarbonyl)amino]-12-oxo-1-azatricyclo[6.4.1.0^[4,13]]trideca-4(13),5,7-triene-2-carboxylic acid